C([C@@H]1[C@@H]([C@@H]([C@H]([C@H](O1)OC[C@@H]2[C@H]([C@@H]([C@H]([C@H](O2)O[C@]3([C@H]([C@@H]([C@H](O3)CO)O)O)CO)O)O)O)O)O)O)O.O.O.O raffinose trihydrate